N-octadecyl-2-(3-methoxy-4-hydroxyphenyl)-3,7-dimethoxy-5-hydroxyquinolin-4-one C(CCCCCCCCCCCCCCCCC)N1C(=C(C(C2=C(C=C(C=C12)OC)O)=O)OC)C1=CC(=C(C=C1)O)OC